FC1=C(C=C(C=C1)[C@@H](NC(=O)N1CC(NCC1)=O)[C@@H]1C[C@H](C1)C(F)(F)F)C(F)(F)F |o1:7| N-((S or R)-(4-fluoro-3-(trifluoromethyl)phenyl)(trans-3-(trifluoro-methyl)cyclobutyl)-methyl)-3-oxo-piperazine-1-carboxamide